ClC1=CC=C(C=C1)C=1N=C2N(C=CC=C2)C1CC1=C(C=CC=C1C(C)C)C(=O)N1CCNCC1 [2-(4-chlorophenyl)imidazo[1,2-a]pyridin-3-yl]methyl-[piperazin-1-yl](3-isopropylphenyl)methanone